FCC(C(=C(F)F)F)(F)F Hexafluorobuten